Cl.FC1=CC=C(C=C1)[C@@H]1N(CCC2=CC=CC=C12)C(=O)OC12CC(C1)(C2)NC 3-(Methylamino)bicyclo[1.1.1]pentan-1-yl (S)-1-(4-fluorophenyl)-3,4-dihydroisoquinoline-2(1H)-carboxylate hydrochloride